[N+](=O)([O-])C1=CC=C(C=C1)C1=CC(=NN1)NC1=CC=C(C=C1)O 4-((5-(4-nitrophenyl)-1H-pyrazol-3-yl)amino)phenol